ClC1=NC=C(C(=C1)C1=C(C=NC(=C1)C)C(=O)NC=1SC(=NN1)OCC1=NC=C(C=C1)C(C)(C)O)OC 2'-chloro-N-(5-((5-(2-hydroxypropan-2-yl)pyridin-2-yl)methoxy)-1,3,4-thiadiazol-2-yl)-5'-methoxy-6-methyl-[4,4'-bipyridine]-3-carboxamide